CS(=O)CC1CNCCC1 3-((methylsulfinyl)methyl)piperidine